CN1C(=NC2=C(C=C(C=C2C1=O)C)[C@H](C)NC=1C(=CSC1)C(=O)O)N1CCOCC1 4-[[(1S)-1-(3,6-dimethyl-2-morpholino-4-oxo-quinazolin-8-yl)ethyl]amino]thiophene-3-carboxylic acid